COC(=O)[C@H]1O[C@H]([C@@H]([C@H]([C@@H]1OC(C(C)(C)C)=O)OC(C(C)(C)C)=O)OC(C(C)(C)C)=O)OC1=C(C=CC2=C1C[C@H]1CCCN([C@@H]1C2)CCC)OC (2S,3S,4S,5R,6S)-6-(((4aR,10aR)-7-methoxy-1-propyl-1,2,3,4,4a,5,10,10a-octahydrobenzo[g]quinolin-6-yl)oxy)-3,4,5-tris(pivaloyloxy)tetrahydro-2H-pyran-2-carboxylic acid methyl ester